[Si](C)(C)(C(C)(C)C)OC=1C(=C(C(=CC1)Cl)C1=C(C(=NC(=N1)NC1=CC(=C(C=C1)C1CCN(CC1)C)C)OC)C(=O)N)Cl (3-((tert-butyldimethylsilyl)oxy)-2,6-dichlorophenyl)-4-methoxy-2-((3-methyl-4-(1-methyl-piperidin-4-yl)phenyl)amino)pyrimidine-5-carboxamide